6-oxo-6,9-dihydro-1H-purine O=C1C=2N=CNC2N=CN1